OCCN1C(=CC=CC1=O)C(=O)N (2-hydroxyethyl)-6-oxo-1,6-dihydropyridine-2-carboxamide